ClC1=C(C=CC=C1)C1=C(C=CC(=C1)F)S(=O)(=O)N1CCC(CC1)(C(=O)N[C@H](C)\C=C/S(=O)(=O)C)F (R,Z)-1-((2'-chloro-5-fluoro-[1,1'-biphenyl]-2-yl)sulfonyl)-4-fluoro-N-(4-(methylsulfonyl)but-3-en-2-yl)piperidine-4-carboxamide